dimethyloctenamine CC(=C(N)C)CCCCCC